S-(4-Bromophenyl)-S-methyl-sulfoximine BrC1=CC=C(C=C1)S(=O)(=N)C